11,11-dimethyl-4,9-dioxo-5,10-dioxa-3,8-diazadodecyl methanesulfonate CS(=O)(=O)OCCNC(OCCNC(OC(C)(C)C)=O)=O